(2R,4S)-N2-(5-((+)-1-amino-1-(3-cyanophenyl)-3-cyclopropyl-propyl)-2-fluorophenyl)-N1-(4-chlorophenyl)-4-hydroxy-4-phenylpyrrolidine-1,2-dicarboxamide NC(CCC1CC1)(C1=CC(=CC=C1)C#N)C=1C=CC(=C(C1)NC(=O)[C@@H]1N(C[C@](C1)(C1=CC=CC=C1)O)C(=O)NC1=CC=C(C=C1)Cl)F